((3aR,5S,6S,6aR)-6-(benzyloxy)-5-((benzyloxy)methyl)-2,2-dimethyltetrahydrofuro[2,3-d][1,3]dioxol-5-yl)methyl trifluoromethanesulfonate FC(S(=O)(=O)OC[C@]1([C@H]([C@@H]2[C@@H](OC(O2)(C)C)O1)OCC1=CC=CC=C1)COCC1=CC=CC=C1)(F)F